4-(5-cyclohexyl-3-(4-methoxybenzyl)-1H-1,2,4-triazol-1-yl)-1-methylpiperidine C1(CCCCC1)C1=NC(=NN1C1CCN(CC1)C)CC1=CC=C(C=C1)OC